(R)-2-(6-bromo-8-fluoro-3-methyl-3,4-dihydro-5-oxa-1,2a-diazaacenaphthylene-2-yl)propan-2-ol BrC1=C2OC[C@H](N3C(=NC(C(=C1)F)=C32)C(C)(C)O)C